C(C)(C)(C)OC(=O)N1C[C@H](CCC1)CO.COC1=CC=C(CN(C(CCC)=O)C2CCN(CC2)CCC2=CC=CC=C2)C=C1 N-(4-methoxybenzyl)-N-(1-phenethylpiperidin-4-yl)butanamide tert-butyl-(S)-3-(hydroxymethyl)piperidine-1-carboxylate